OC=1C=C2CCC(C(C2=CC1)C1=CC=C(C=C1)N1CCC(CC1)N1CCN(CC1)C[C@@H]1[C@H](CCCC1)C=O)C1=CC=CC=C1 (1S,2S)-2-((4-(1-(4-(6-hydroxy-2-phenyl-1,2,3,4-tetrahydronaphthalen-1-yl)phenyl)piperidin-4-yl)piperazin-1-yl)methyl)cyclohexane-1-carbaldehyde